3-methyl-6-(3-chlorophenyl)-7-(2,4-dichlorobenzoyl)-6,7-dihydro-5H-[1,2,4]triazolo[3,4-b][1,3,4]thiadiazine CC1=NN=C2SC(C(NN21)C2=CC(=CC=C2)Cl)C(C2=C(C=C(C=C2)Cl)Cl)=O